N[C@H](C(=O)NC1=CC(=C(C(=O)OCC2=CC=CC=C2)C=C1)OCC1=CC=CC=C1)C Benzyl (S)-4-(2-aminopropanamido)-2-(benzyloxy)benzoate